(2R)-4,4-difluoro-2-(hydroxymethyl)pyrrolidine-1-carboxylic acid tert-butyl ester C(C)(C)(C)OC(=O)N1[C@H](CC(C1)(F)F)CO